FC(C1=CC(=C(C(=C1)C(C)C)CC(=O)N[S@](=O)(=N)C1=C(C=C(C=C1)C(C)(C)O)F)C(C)C)F |o1:15| (R)- or (S)-2-(4-(difluoromethyl)-2,6-diisopropylphenyl)-N-(2-fluoro-4-(2-hydroxypropan-2-yl)phenylsulfonimidoyl)acetamide